Cl.IC=1N=C(N2C1C(=NC=C2)N)C2CN[C@H](C2)COC 1-iodo-3-[(5R)-5-(methoxymethyl)pyrrolidin-3-yl]Imidazo[1,5-a]Pyrazin-8-amine hydrochloride